CC(=CCO)CCC1=CC=CC=C1 (Z)- or (E)-3-methyl-5-phenyl-pent-2-en-1-ol